ClC=1C(=NC=CC1C1=NC(=C(C=C1)CNC[C@H]1CCC(N1)=O)OC)C1=C(C(=CC=C1)NC1=NC=CC(=C1F)CN(C)CCOC)Cl (R)-5-((((3'-chloro-2'-(2-chloro-3-((3-fluoro-4-(((2-methoxyethyl)(methyl)amino)methyl)pyridin-2-yl)amino)phenyl)-6-methoxy-[2,4'-bipyridin]-5-yl)methyl)amino)methyl)pyrrolidin-2-one